α-Amino-5-[[(2-aminocarbonyl-1-carboxyethyl)amino]carbonyl]-2-pyrrolepropanoic acid NC(C(=O)O)CC=1NC(=CC1)C(=O)NC(CC(=O)N)C(=O)O